4-((6-Nitropyridin-3-yl)oxy)-2-(1H-1,2,4-triazol-1-yl)pyridine [N+](=O)([O-])C1=CC=C(C=N1)OC1=CC(=NC=C1)N1N=CN=C1